FC1=CC=C(C=C1)N1C(=C(C2=C1C=C1C=NNC1=C2)C=CC(=O)[O-])C(C)C 3-(5-(4-fluorophenyl)-6-isopropyl-1,5-dihydropyrrolo[2,3-f]indazol-7-yl)acrylate